2-chloro-N-(3-((4-((1-cycloheptylpiperidin-4-yl)amino)-7-fluoro-6-methoxyquinazolin-2-yl)amino)propyl)acetamide ClCC(=O)NCCCNC1=NC2=CC(=C(C=C2C(=N1)NC1CCN(CC1)C1CCCCCC1)OC)F